BrC=1SC=C(N1)C 2-Bromo-4-methyl-1,3-thiazole